C(C)(C)(C)OC(=O)N1CCC2(CC1)[C@@H](C=1C(=NC=CN1)C2)N[S@](=O)C(C)(C)C (S)-5-(((R)-tert-butylsulfinyl)amino)-5,7-dihydrospiro[cyclopenta[b]pyrazine-6,4'-piperidine]-1'-carboxylic acid tert-butyl ester